[Pt+2].N1=C(C=CC=C1)C(=O)[O-].N1=C(C=CC=C1)C(=O)[O-] dipicolinate platinum (II)